C(C)C=1C=CC(=C(C1)S(=O)(=O)NC1=NOC2=C1C(=CC(=C2)CN2N=CC=C2)OC)OC 5-Ethyl-2-methoxy-N-{4-methoxy-6-[(1H-pyrazol-1-yl)methyl]-1,2-benzoxazol-3-yl}benzene-1-sulfonamide